FC=1C(=C(C=C(C1)F)[Ir]C=1C(=NC=CC1)C(=O)O)C1=NC=CC=C1 3,5-difluoro-2-(2-pyridyl)phenyl-(2-carboxypyridyl)iridium